2,5-dioxopyrrolidin-1-yl 2-[2-({[(9H-fluoren-9-yl)methoxy]carbonyl}amino)acetamido]acetate C1=CC=CC=2C3=CC=CC=C3C(C12)COC(=O)NCC(=O)NCC(=O)ON1C(CCC1=O)=O